C(C=CC=CC=CC=CC=CC=CCCCCCCCCC)(=O)OC[C@@H](OC(C=CC=CC=CC=CC=CC=CCCCCCCCCC)=O)COP(=O)(O)OCCN 1,2-di-docosahexenoyl-sn-glycero-3-phosphoethanolamine